C(C)(C)(C)OC(=O)N1CCC2(CC(N(C2)C=2C=NC(=CC2)C(F)(F)F)=O)CC1.FC12CCC(CC1)(CC2)NC2=NC=C(C(=N2)NC(C)C)C(=O)N 2-(4-fluorobicyclo[2.2.2]octan-1-ylamino)-4-(isopropylamino)pyrimidine-5-carboxamide tert-butyl-3-oxo-2-(6-(trifluoromethyl)pyridin-3-yl)-2,8-diazaspiro[4.5]decane-8-carboxylate